tert-butyl (2-amino-5-(4-((2-fluoroethyl)(methyl)amino)piperidin-1-yl)phenyl)carbamate NC1=C(C=C(C=C1)N1CCC(CC1)N(C)CCF)NC(OC(C)(C)C)=O